m-nitrophenyl carbamate (m-nitrophenylcarbamate) [N+](=O)([O-])C=1C=C(C=CC1)NC(O)=O.C(N)(OC1=CC(=CC=C1)[N+](=O)[O-])=O